tert-butyl (S)-3-(3-(2-(hydroxymethyl)pyrrolidin-1-yl)propoxy)propanoate OC[C@H]1N(CCC1)CCCOCCC(=O)OC(C)(C)C